3-iodo-α-fluorocinnamic acid IC=1C=C(C=C(C(=O)O)F)C=CC1